C(C1=CC=CC=C1)(C1=CC=CC=C1)[C@@H](C(=O)NC1=CC=C(C=C1)C1=NN=CN1C)NC(=O)C1(CC1)F N-[(1S)-1-benzhydryl-2-[4-(4-methyl-1,2,4-triazol-3-yl)anilino]-2-oxo-ethyl]-1-fluoro-cyclopropanecarboxamide